FC(CN1C(=NC2=C1C=CC=C2)N2CCC(CC2)NC2=CC=C1C(=NN(C1=C2)C)C2=CC(=CC=C2)F)F N-(1-(1-(2,2-difluoroethyl)-1H-benzo[d]imidazol-2-yl)piperidin-4-yl)-3-(3-fluorophenyl)-1-methyl-1H-indazol-6-amine